COC1=C(C=CC(=C1)C(F)(F)F)C1(CC1)C(=O)NC1C2CCC(CC1)N2C(=O)OC(C)(C)C tert-butyl 2-{1-[2-methoxy-4-(trifluoromethyl)phenyl]cyclopropaneamido}-8-azabicyclo[3.2.1]octane-8-carboxylate